4-(1-(cyclopropylmethyl)-1H-pyrazol-4-yl)-2-(3-(2-((1,5-dimethyl-1H-pyrazol-3-yl)amino)-5-methylpyrimidin-4-yl)-1H-indol-7-yl)isoindolin-1-one C1(CC1)CN1N=CC(=C1)C1=C2CN(C(C2=CC=C1)=O)C=1C=CC=C2C(=CNC12)C1=NC(=NC=C1C)NC1=NN(C(=C1)C)C